1-BETA-HYDROXYETHYLOXY-2,4-DIAMINOBENZENE OCCOC1=C(C=C(C=C1)N)N